di-tert-butyl 4,4'-(((pyridine-2,5-dicarbonyl)bis(azanediyl))bis(4,1-phenylene))bis(piperazine-1-carboxylate) N1=C(C=CC(=C1)C(=O)NC1=CC=C(C=C1)N1CCN(CC1)C(=O)OC(C)(C)C)C(=O)NC1=CC=C(C=C1)N1CCN(CC1)C(=O)OC(C)(C)C